N-[3-(2-methyl-1-oxo-6-phenylisoquinolin-4-yl)phenyl]methanesulfonamide CN1C(C2=CC=C(C=C2C(=C1)C=1C=C(C=CC1)NS(=O)(=O)C)C1=CC=CC=C1)=O